1-amino-3-(diethylamino)propan-2-ol NCC(CN(CC)CC)O